4-methyl-3,4-dihydro-2H,11H-12,16-(azeno)-10,6-(metheno)-1,5,11,13-benzodioxadiazacyclooctadecine CC1CCOC2=C(C=3C=CN=C(NC=4C=CC=C(O1)C4)N3)C=CC=C2